di-magnesium malonate C(CC(=O)[O-])(=O)[O-].[Mg+2].[Mg+2].C(CC(=O)[O-])(=O)[O-]